CC1=CC=C(C=N1)CC1=CC=C(C=C1)NC(OCC1=CN=CO1)=O oxazol-5-ylmethyl (4-((6-methylpyridin-3-yl)methyl)phenyl)carbamate